FC1=C(C=CC(=C1F)C=1C(=NN(C1)CC(=O)NC=1N=NC(=CC1)OC)C)C1=CN=C(N1C)C(=O)N 5-[2,3-difluoro-4-[1-[2-[(6-methoxypyridazin-3-yl)amino]-2-oxo-ethyl]-3-methyl-pyrazol-4-yl]phenyl]-1-methyl-imidazole-2-carboxamide